2,6-diethylphenylcarbodiimide C(C)C1=C(C(=CC=C1)CC)N=C=N